NC=1N=NC(=CC1N1C[C@H]2CC[C@@H](C1)N2C=2C=C(OC1CCN(CC1)C(CCC1=CC=C(C=C1)NC1C(NC(CC1)=O)=O)=O)C=CC2)C2=C(C=CC=C2)O 3-((4-(3-(4-(3-((1R,5S)-3-(3-amino-6-(2-hydroxyphenyl)pyridazin-4-yl)-3,8-diazabicyclo[3.2.1]octan-8-yl)phenoxy)piperidin-1-yl)-3-oxopropyl)phenyl)amino)piperidine-2,6-dione